sulfhydryl-carbon S[C]